(6S)-6-[2-Chloro-3-(imidazo-[1,5-a]pyridin-3-ylamino)-phenyl]-2-imino-6-methyl-3-(tetrahydropyran-4-yl)-hexahydropyrimidin-4-one ClC1=C(C=CC=C1NC1=NC=C2N1C=CC=C2)[C@@]2(CC(N(C(N2)=N)C2CCOCC2)=O)C